C1(CCCCC1)CN1C=C(C2=CC(=CC=C12)N)C#N 1-(cyclohexylmethyl)-5-amino-1H-indole-3-carbonitrile